2-(3-(2-cyano-2-(5-methoxy-3H-imidazo[4,5-b]pyridin-2-yl)vinyl)-2,5-dimethyl-1H-pyrrol-1-yl)-4,5-dimethylfuran-3-carbonitrile C(#N)C(=CC1=C(N(C(=C1)C)C=1OC(=C(C1C#N)C)C)C)C1=NC=2C(=NC(=CC2)OC)N1